C(C)C1=CN=C2N1C=C(C=N2)C=2C=CN1N=C(N=CC12)N[C@@H]1CC[C@H](CC1)N trans-N1-(5-(3-ethylimidazo[1,2-a]pyrimidin-6-yl)pyrrolo[2,1-f][1,2,4]triazin-2-yl)cyclohexane-1,4-diamine